C(C)(=O)N(N(C(=O)C1=CC=2C3=C(C(=NC2C=C1)N)C=NN3C)CC3=C(C=C(C=C3)C(F)(F)F)F)C N'-acetyl-4-amino-N-(2-fluoro-4-(trifluoromethyl)benzyl)-N',1-dimethyl-1H-pyrazolo[4,3-c]quinoline-8-carbohydrazide